3-Azaisatoic anhydride C1=2C(=O)OC(NC1=NC=CC2)=O